4-[3-(2-chloro-4-fluorophenyl)-1-methylpyrazol-4-yl]pyridine ClC1=C(C=CC(=C1)F)C1=NN(C=C1C1=CC=NC=C1)C